(2S,3S)-2-Amino-3-(3-chloronaphthalen-1-yl)butanoic acid N[C@H](C(=O)O)[C@@H](C)C1=CC(=CC2=CC=CC=C12)Cl